N-[3-[[methyl-(4-nitrophenyl)-oxo-λ^{6}-sulfenyl]amino]propyl]carbamic acid tert-butyl ester C(C)(C)(C)OC(NCCCN=S(=O)(C1=CC=C(C=C1)[N+](=O)[O-])C)=O